3a-methyl-2-(p-tolyl)-3,3a,4,5-tetrahydrocyclopenta[de]isoquinolin-1(2H)-one CC12CN(C(C=3C=CC=C(C13)CC2)=O)C2=CC=C(C=C2)C